N-pentyl-N'-decylurea C(CCCC)NC(=O)NCCCCCCCCCC